2-methyl-3-(trifluoromethyl)-2,3-dihydro-1H-pyrrolo[2,3-b]pyridin-3-ol CC1C(C=2C(=NC=CC2)N1)(O)C(F)(F)F